C(C)(C)(C)OC(=O)N1C[C@@H]([C@H](C1)COC=1C=NN(C1)C)O.FC1=C(C(=O)N)C=CC=C1C(F)(F)F Fluoro-3-(trifluoromethyl)benzamide tert-butyl-(3R,4R)-3-hydroxy-4-(((1-methyl-1H-pyrazol-4-yl)oxy)methyl)pyrrolidine-1-carboxylate